6-[4-(Morpholin-4-yl)-5H,6H,7H,8H-Pyrido[4,3-d]pyrimidin-6-yl]pyridin-3-carbonitril N1(CCOCC1)C=1C2=C(N=CN1)CCN(C2)C2=CC=C(C=N2)C#N